OC1=C(C=2OC3=CC(=CC(=C3C(C2O)=O)O)O)C=CC(=C1)O 2',3,4',5,7-pentahydroxyflavone